C(#N)[C@H]1N(CSC1)C(CNC(=O)C1=CC=NC2=CC=C(C=C12)N1[C@@H]([C@H](OCC1)C)COC)=O N-(2-((R)-4-Cyanothiazolidin-3-yl)-2-oxoethyl)-6-((2R,3R)-3-(methoxymethyl)-2-methylmorpholino)-quinoline-4-carboxamide